C1=C(C=CC2=CC=CC=C12)C=CC(=O)Cl 3-(2-naphthyl)acryloyl chloride